CC1(N=C2N(C3=CC=C(C=C3C(N2CC=2C=NN(C2)C)=O)S(=O)(=O)NC2(CC2)C)C1)C 2,2-dimethyl-4-((1-methyl-1H-pyrazol-4-yl)methyl)-N-(1-methylcyclopropyl)-5-oxo-1,2,4,5-tetrahydroimidazo[1,2-a]quinazoline-7-sulfonamide